COC(=O)N1C2COCC1CC(C2)N2CCC1(CC2)C(NC2=CC=CC=C21)=O 7-(2-oxo-1,2-dihydro-1'h-spiro[indol-3,4'-piperidine]-1'-yl)-3-oxa-9-azabicyclo[3.3.1]nonane-9-carboxylic acid methyl ester